[Si](C)(C)(C(C)(C)C)OC(C=O)CC1=C(C=CC=C1F)F ((tert-butyldimethylsilyl)oxy)-3-(2,6-difluorophenyl)propanal